COC1=CC(=C(C=C1NC1=NC=CC(=N1)C1=NC(=C2N1C=CC=C2)C)NC(C#CC)=O)N(CCNC)C N-(4-methoxy-2-(methyl(2-(methylamino)ethyl)amino)-5-((4-(1-methylimidazo[1,5-a]-pyridin-3-yl)pyrimidin-2-yl)amino)phenyl)but-2-ynamide